NC=1N=C(SC1C(=O)C1=CC(=NO1)C(=O)NC12CC(C1)C2)N(C2=CC=C(C=C2)F)[C@@H](C(=O)N)C |r| rac-5-[4-amino-2-(N-(2-amino-1-methyl-2-oxoethyl)-4-fluoro-anilino)thiazole-5-carbonyl]-N-(1-bicyclo[1.1.1]pentanyl)isoxazole-3-carboxamide